(4-(3,5-difluoro-2-(trifluoromethyl)phenyl)piperidin-1-yl)(5-(oxetan-3-yl)-4,5,6,7-tetrahydro-1H-pyrazolo[4,3-c]pyridin-3-yl)methanone FC=1C(=C(C=C(C1)F)C1CCN(CC1)C(=O)C1=NNC2=C1CN(CC2)C2COC2)C(F)(F)F